N[C@H]1CS(C2=C(N(C1=O)CC1=CC=C(C=C1)C1=CC=C(C=C1)OC)C=C(C(=C2)F)C=2C=NC=C(C2)C(C)(C)C)(=O)=O (3R)-3-amino-7-(5-tert-butyl-3-pyridinyl)-8-fluoro-5-[[4-(4-methoxyphenyl)phenyl]methyl]-1,1-dioxo-2,3-dihydro-1λ6,5-benzothiazepine-4-One